(6,7-dibromo-1-hydroxy-1,2-dihydronaphthalen-2-yl)-2-oxo-3-phenylindoline-1-carboxylic acid tert-butyl ester C(C)(C)(C)OC(=O)N1C(C(C2=CC=CC=C12)(C1=CC=CC=C1)C1C(C2=CC(=C(C=C2C=C1)Br)Br)O)=O